Isocyanotetrafluorophenoxide [N+](#[C-])C1=C(C(=C(C(=C1[O-])F)F)F)F